3-(9-((4-(aminomethyl)-2-(cyclopropylcarbamoyl)-6-methylphenyl)carbamoyl)-4,5-dihydrobenzo[b]thieno[2,3-d]oxepin-8-yl)-6-(propylcarbamoyl)picolinic acid NCC1=CC(=C(C(=C1)C)NC(=O)C1=CC2=C(OCCC3=C2SC=C3)C=C1C=1C(=NC(=CC1)C(NCCC)=O)C(=O)O)C(NC1CC1)=O